2-chloro-6,7-dimethyl-4-(4-(trifluoromethyl)phenyl)pteridine ClC1=NC2=NC(=C(N=C2C(=N1)C1=CC=C(C=C1)C(F)(F)F)C)C